ClC1=C(CC(C(=O)N)(C)C)C=CC(=C1C=1NC(C=C(N1)C=1C=NC(=CC1)OCC(F)(F)F)=O)F (2-chloro-4-fluoro-3-{6-oxo-4-[6-(2,2,2-trifluoroethoxy)pyridin-3-yl]-1,6-dihydropyrimidin-2-yl}benzyl)isobutyramide